2-[5-(3-Cyclopentyl-2,3,4,5-tetrahydro-1H-3-benzazepin-7-yl)-1H-pyrazolo[3,4-b]pyridin-3-yl]-5-methyl-6,7,8,9-tetrahydro-5H-benzo[7]annulen-5-ol C1(CCCC1)N1CCC2=C(CC1)C=CC(=C2)C=2C=C1C(=NC2)NN=C1C=1C=CC2=C(CCCCC2(O)C)C1